2-(3-chlorophenyl)quinoline ClC=1C=C(C=CC1)C1=NC2=CC=CC=C2C=C1